rac-methyl (5aR,6S,7R,8R,8aS)-8,8a-dihydroxy-3-methoxy-5a-(4-methoxyphenyl)-6-phenyl-5a,7,8,8a-tetrahydro-6H-cyclopenta[4,5]furo[3,2-b]pyridine-7-carboxylate O[C@@H]1[C@@H]([C@H]([C@]2([C@@]1(C1=NC=C(C=C1O2)OC)O)C2=CC=C(C=C2)OC)C2=CC=CC=C2)C(=O)OC |r|